2-(3-(((3R)-1-(1-Hydroxypropan-2-yl)piperidin-3-yl)amino)-1,2,4-triazin-6-yl)-3,5-Dimethylphenol OCC(C)N1C[C@@H](CCC1)NC=1N=NC(=CN1)C1=C(C=C(C=C1C)C)O